C(C)(=O)ON=C(C)C=1C=CC=2N(C3=CC=C(C=C3C2C1)C(C1=C(C=CC=C1)C)=O)CC 1-[9-Ethyl-6-(2-methylbenzoyl)-9H-carbazol-3-yl]ethanon-1-(O-acetyloxim)